O=C1N(CCC(N1)=O)C1=CN=C2N1C=CC(=C2)C2CCN(CC2)C(=O)OC(C)(C)C tert-butyl 4-(3-(2,4-dioxotetrahydropyrimidin-1(2H)-yl)imidazo[1,2-a]pyridin-7-yl)piperidine-1-carboxylate